ClC1=C(C=CC(=C1)Cl)SC=1C(=NC2=CC=CC=C2N1)C(=O)N 3-((2,4-dichlorophenyl)thio)quinoxaline-2-carboxamide